2-(4-ethyl-2-pyridinyl)-6-[3-(4-pyridinyl)propoxy]-3H-quinazolin-4-one C(C)C1=CC(=NC=C1)C1=NC2=CC=C(C=C2C(N1)=O)OCCCC1=CC=NC=C1